9,9-bis(6-(2-Hydroxyethoxy)-2-naphthyl)-2,7-diphenylfluorene OCCOC=1C=C2C=CC(=CC2=CC1)C1(C2=CC(=CC=C2C=2C=CC(=CC12)C1=CC=CC=C1)C1=CC=CC=C1)C1=CC2=CC=C(C=C2C=C1)OCCO